7-((3,3-difluoro-1-methylpiperidin-4-yl)amino)-1,1-dioxido-3-(1H-pyrrol-1-yl)benzo[b]thiophen FC1(CN(CCC1NC1=CC=CC2=C1S(C=C2N2C=CC=C2)(=O)=O)C)F